C(C)(C)(C)N\C=C/1\C(OC2=CC=C(C=C2C1=O)F)N1C=CC2=CC=CC=C12 (Z)-3-((tert-butylamino)methylene)-6-fluoro-2-(1H-indol-1-yl)chroman-4-one